C1(=CC=CC=C1)C1(C(C(=N)N)=CC=CC1(C1=CC(=C(C=C1)OC#N)C)C1=CC(=C(C=C1)OC#N)C)C(=N)N 2-phenyl-3,3-bis(4-cyanooxy-3-methylphenyl)phthalamidine